FC=1C=CC2=C(CCCO2)C1 6-fluoro-3,4-dihydro-2H-benzopyran